N-[4-(3,4-difluorophenoxy)-3-(6-methyl-7-oxo-6,7-dihydro-1H-pyrrolo[2,3-c]pyridin-4-yl)phenyl]methanesulfonamide FC=1C=C(OC2=C(C=C(C=C2)NS(=O)(=O)C)C=2C3=C(C(N(C2)C)=O)NC=C3)C=CC1F